1-(7-(2,3-Dimethylphenyl)-4,7-diazaspiro[2.5]octan-4-yl)-2-((3bR,4aR)-3-(4-hydroxypiperidin-1-carbonyl)-3b,4,4a,5-tetrahydro-1H-cyclopropa[3,4]cyclopenta[1,2-c]pyrazol-1-yl)ethanon CC1=C(C=CC=C1C)N1CCN(C2(CC2)C1)C(CN1N=C(C2=C1C[C@@H]1[C@H]2C1)C(=O)N1CCC(CC1)O)=O